2'-[6-amino-5-(trifluoromethyl)pyridin-3-yl]-N-[2-(2-cyanophenyl)propan-2-yl]-5',6'-dihydrospiro[pyrrolidine-3,4'-pyrrolo[1,2-b]pyrazole]-1-carboxamide NC1=C(C=C(C=N1)C=1C=C2N(N1)CCC21CN(CC1)C(=O)NC(C)(C)C1=C(C=CC=C1)C#N)C(F)(F)F